F[B-](F)(F)F.C(C)[N+](CC)(CC)CC Tetraethylammonium tetra-fluoroborat